cis-methyl-2-[4-(tert-butoxycarbonylamino) phenyl]-2,3,4,4a,5,6,7,7a-octahydro-1H-cyclopenta[b]pyridine-3-carboxylate COC(=O)C1CC2C(NC1C1=CC=C(C=C1)NC(=O)OC(C)(C)C)CCC2